BrC(=CC(C)C)Br 1,1-dibromoisopentene